C(C=C)(=O)N1C[C@H](CCC1)C1=NN(C=2C(=NNC(C21)=O)N)C2=CC=C(C=C2)OC2=C(C=CC=C2)F (S)-3-(1-Acryloylpiperidin-3-yl)-7-amino-1-(4-(2-fluorophenoxy)phenyl)-1,5-dihydro-4H-pyrazolo[3,4-d]pyridazin-4-on